OC1=CC=C(C=C1)C(CC1=CC(=CC=C1)CC(C)C1=CC=C(C=C1)O)C 1,3-bis(2-(4-hydroxyphenyl)propyl)benzene